23H-porphyrin platinum [Pt].C12=CC=C(N1)C=C1C=CC(=N1)C=C1C=CC(N1)=CC=1C=CC(N1)=C2